C(C1=CC=CC=C1)NC1=C2N=CN(C2=NC(=N1)C=1C=NC=C(C1)F)[C@H]1[C@@H]([C@@H]([C@H](O1)C(=O)NC([2H])([2H])[2H])O)O (2S,3S,4R,5R)-5-(6-(benzylamino)-2-(5-fluoropyridin-3-yl)-9H-purin-9-yl)-3,4-dihydroxy-N-(methyl-d3)-tetrahydrofuran-2-carboxamide